FC(C1=C(C=NN1C1=NC=CC=C1Cl)C(=O)OCC)(F)F ethyl 5-trifluoromethyl-1-(3-chloropyridin-2-yl)-1H-pyrazole-4-carboxylate